BrC1=C(OCC2(N=C(OC(C2)(C)C)C=2C=NC3=C(C=CC=C3C2)F)C)C=CC(=C1)Br 4-[(2,4-dibromophenoxy)methyl]-2-(8-fluoro-3-quinolyl)-4,6,6-trimethyl-5H-1,3-oxazine